C12CN(CC(CC1)N2)C2=CC=C1C[C@H](COC1=C2)NC(=O)C=2C=C1C(=NC2)OCCC1 N-((3R)-7-(3,8-diazabicyclo[3.2.1]octan-3-yl)chroman-3-yl)-3,4-dihydro-2H-pyrano[2,3-b]pyridine-6-carboxamide